(S)-1-(4-(2,3-Dimethylphenyl)piperazin-1-yl)-2-(3-(4-(2-hydroxyacetyl)-2-methylpiperazin-1-carbonyl)-5,6-dihydrocyclopenta[c]pyrazol-1(4H)-yl)ethanon CC1=C(C=CC=C1C)N1CCN(CC1)C(CN1N=C(C2=C1CCC2)C(=O)N2[C@H](CN(CC2)C(CO)=O)C)=O